n-decyl docosanoate C(CCCCCCCCCCCCCCCCCCCCC)(=O)OCCCCCCCCCC